ClC1=CC(=C2C(=N1)C(=CS2)C)N(C(OC(C)(C)C)=O)CC=2OC=CC2 tert-butyl (5-chloro-3-methylthieno[3,2-b]pyridin-7-yl)(furan-2-ylmethyl)carbamate